(p-tert-butylphenyl)-5-(p-toluenesulfonyl)imidazo[1,2-a]pyrazine C(C)(C)(C)C1=CC=C(C=C1)C=1N=C2N(C(=CN=C2)S(=O)(=O)C2=CC=C(C)C=C2)C1